FC=1C(=C(C=CC1)CO)C=1C=C2C(=CN1)NN=C2C2=CC=C(C=C2)N2CCN(CC2)C (3-fluoro-2-(3-(4-(4-methylpiperazin-1-yl)phenyl)-1H-pyrazolo[3,4-c]pyridin-5-yl)phenyl)methanol